ethyl 1-(4-methoxybenzyl)-3-methyl-2-oxopyrrolidine-3-carboxylate COC1=CC=C(CN2C(C(CC2)(C(=O)OCC)C)=O)C=C1